6-(Trifluoromethyl)-N-(3-(trifluoromethyl)phenyl)-5,6-dihydroindazolo[3,2-a]isoquinolin-6-amine FC(C1(N2C(C=3C=CC=CC3C1)=C1C=CC=CC1=N2)NC2=CC(=CC=C2)C(F)(F)F)(F)F